4-hydroxy-2-oxo-1-(2-oxoethyl)-N-(spiro[2.5]octan-6-yl)-1,2-dihydro-1,8-naphthyridine-3-carboxamide OC1=C(C(N(C2=NC=CC=C12)CC=O)=O)C(=O)NC1CCC2(CC2)CC1